C(C)(C)(C)C1=CC=C(C=C1)CCC=C 4-(4-tertiary butyl-phenyl)-1-butene